NC/C(/COC=1C=C2CCNC(C2=CC1)=O)=C/F 6-[(Z)-2-(aminomethyl)-3-fluoro-allyloxy]-1-oxo-3,4-dihydroisoquinolin